FC1=CC(=C(C=C1)B(O)O)OC 4-fluoro-2-methoxyphenylboronic acid